CCC(CCOC=1C(=C(C=O)C=CC1)N(CCC)CCC)CCC 3-(2-ethyl)hexyloxy-dipropylaminobenzaldehyde